NC=1N=NC(=CC1N1N=CC(=C1)N1CCC(CC1)N1CCC(CC1)C1=CC=CC=2N(CCOC21)[C@@H]2C(NC(CC2)=O)=O)C2=C(C=CC=C2)O (3S)-3-[8-[1-[1-[1-[3-amino-6-(2-hydroxyphenyl)pyridazin-4-yl]pyrazol-4-yl]-4-piperidyl]-4-piperidyl]-2,3-dihydro-1,4-benzoxazin-4-yl]piperidine-2,6-dione